methylen-bis(cyclohexylamin) C(NC1CCCCC1)NC1CCCCC1